C1(=CC=CC=C1)C1(C2=CC=CC=C2C=2C=CC(=CC12)N)C1=CC=CC=C1 (9,9-diphenylfluoren-2-yl)amine